(carboxymethyl)cysteine C(=O)(O)CN[C@@H](CS)C(=O)O